NC1=NC=2C3=C(C(CC2C=N1)(C)C)C(=NN3)C(=O)NC=3SC=C(N3)C(=O)N3CCC(CC3)N3CCCCC3 8-amino-N-[4-(1,4'-bipiperidin-1'-ylcarbonyl)-1,3-thiazol-2-yl]-4,4-dimethyl-4,5-dihydro-1H-pyrazolo[4,3-H]quinazoline-3-carboxamide